fusaric acid CCCCC1C=CC(C(=O)O)=NC=1